((1-methyl-1H-pyrazol-3-yl)amino)-4-((2-(N-methylmethylsulfonamido)-4-Morpholinophenyl)amino)nicotinamide CN1N=C(C=C1)NC1=C(C(=O)N)C(=CC=N1)NC1=C(C=C(C=C1)N1CCOCC1)N(S(=O)(=O)C)C